C(CC)SC1=NC=CC=N1 2-propylthiopyrimidine